7-(2-((3-chloro-2-methylphenyl)amino)benzoyl)-7H-pyrrolo[2,3-d]pyrimidine ClC=1C(=C(C=CC1)NC1=C(C(=O)N2C=CC3=C2N=CN=C3)C=CC=C1)C